(S)-N4-(6-methoxybenzo[d]thiazol-2-yl)-N2-(piperidin-3-yl)-5-(trifluoromethyl)pyrimidine-2,4-diamine COC1=CC2=C(N=C(S2)NC2=NC(=NC=C2C(F)(F)F)N[C@@H]2CNCCC2)C=C1